(1R,2S,5S)-3-[(2S)-2-Acetamido-3,3-dimethyl-butyryl]-6,6-dimethyl-3-azabicyclo[3.1.0]hexane C(C)(=O)N[C@H](C(=O)N1C[C@H]2C([C@H]2C1)(C)C)C(C)(C)C